2-((cyclopropylsulfinyl)methyl)pyridin-4-amine C1(CC1)S(=O)CC1=NC=CC(=C1)N